(5-amino-7-methoxyimidazo[1,2-c]quinazolin-2-yl)((1s,4s)-7-azabicyclo[2.2.1]heptan-7-yl)methanone NC1=NC=2C(=CC=CC2C=2N1C=C(N2)C(=O)N2C1CCC2CC1)OC